FC1=C(C(=C(C=C1C1=NN(C2=NC(=NC=C21)N2CCNC1(CC1)C2)C)C(F)(F)F)F)O 2,6-Difluoro-3-(1-methyl-6-(4,7-diazaspiro[2.5]octan-7-yl)-1H-pyrazolo[3,4-d]pyrimidin-3-yl)-5-(trifluoromethyl)phenol